FC=1C=C(C=CC1)N1C=C(C=C1)C=O (3-fluorophenyl)-1H-pyrrole-3-carbaldehyde